(3-aminopiperidin-1-yl)(7-methoxy-1-methyl-2-(6-(2,2,2-trifluoroethyl)-6H-thieno[2,3-b]pyrrol-5-yl)-1H-benzo[d]imidazol-5-yl)methanone NC1CN(CCC1)C(=O)C1=CC2=C(N(C(=N2)C2=CC3=C(N2CC(F)(F)F)SC=C3)C)C(=C1)OC